3-amino-N-(1-methylcyclopropyl)-1-[(1-methylcyclopropyl)methyl]-2,4-dioxo-quinazoline-6-sulfonamide NN1C(N(C2=CC=C(C=C2C1=O)S(=O)(=O)NC1(CC1)C)CC1(CC1)C)=O